C(C=C)(=O)N1[C@H]([C@@H](OCC1)C1=CC(=NC(=C1)Cl)C1=CC(=NC=N1)C(=O)NC)C trans-6-(4-(4-acryloyl-3-methylmorpholin-2-yl)-6-chloropyridin-2-yl)-N-methylpyrimidine-4-carboxamide